C1(=CC=CC=C1)CS(=O)(=O)OC1=C(OC(C1=O)([2H])C1=C(C=CC=C1)F)N 2-amino-5-(2-fluorophenyl)-4-oxo-4,5-dihydrofuran-3-yl-5-d phenylmethanesulfonate